NC=1C(=NC(=CN1)C1=C(C=C(C=C1)NC([C@H](O)C1=CC(=CC(=C1)F)F)=O)C)C(=O)NCCO (R)-3-amino-6-(4-(2-(3,5-difluorophenyl)-2-hydroxyacetamido)-2-methylphenyl)-N-(2-hydroxyethyl)pyrazine-2-carboxamide